BrC1=CC(=CS1)C=O 5-bromothiophen-3-carbaldehyde